NC1=NC=NN2C1=CC=C2[C@@](C(F)F)([C@H]([C@H]([C@@H](COCC2=CC=CC=C2)O)OCC2=CC=CC=C2)OCC2=CC=CC=C2)O (2S,3S,4S,5R)-2-(4-Aminopyrrolo[2,1-f][1,2,4]triazin-7-yl)-3,4,6-tris(benzyloxy)-1,1-difluorohexane-2,5-diol